2,3-diethyl-6-methyl-4-isopropylphenol C(C)C1=C(C(=CC(=C1CC)C(C)C)C)O